C(#N)C=1C(=CC(=NC1)NC(=O)N1CCCC=2C=C(C(=NC12)C(OC)OC)CN(C(OC(C)(C)C)=O)C)NCCOC tertbutyl ((8-((5-cyano-4-((2-methoxyethyl)amino)pyridin-2-yl)carbamoyl)-2-(dimethoxymethyl)-5,6,7,8-tetrahydro-1,8-naphthyridin-3-yl)methyl)(methyl)carbamate